N-[5-(cyclopropylmethoxy)-4-(7-fluoro-2-methyl-1-oxoisoquinolin-4-yl)pyrimidin-2-yl]methanesulfonamide C1(CC1)COC=1C(=NC(=NC1)NS(=O)(=O)C)C1=CN(C(C2=CC(=CC=C12)F)=O)C